BrC1=CC(=C(CNC2=NN=C3N2C=C(C=C3)C(F)(F)F)C=C1)F N-(4-bromo-2-fluorobenzyl)-6-(trifluoromethyl)-[1,2,4]triazolo[4,3-a]pyridin-3-amine